FC1=CC=C(C=C1)C(=O)C1=NC(=CC=C1)C12CC3=C(C=C2CCNC1)N(N=C3)S(=O)(=O)C=3C=NC(=CC3)N3CCCC3 1-(4-fluorophenyl)-6-((6-(pyrrolidin-1-yl)pyridin-3-yl)sulfonyl-4,4a,5,6,7,8-hexahydro-1H-pyrazolo[3,4-g]isoquinolin-4a-yl)(pyridin-2-yl)methanone